1-((5-bromopyridin-3-yl)methyl)-2-(1-(but-3-en-1-yl)-1H-pyrrolo[2,3-b]pyridin-2-yl)-7-methoxy-1H-benzo[d]imidazole-5-carboxylic acid methyl ester COC(=O)C1=CC2=C(N(C(=N2)C2=CC=3C(=NC=CC3)N2CCC=C)CC=2C=NC=C(C2)Br)C(=C1)OC